BrC1=CC=C(C2=CC=CC=C12)C=O 4-bromo-1-naphthalenecarbaldehyde